3-(3-chloro-4-fluorophenyl)-5-(2-(3-fluoro-3-methylazetidin-1-yl)-2-oxoethyl)-1-(2-fluoroethyl)-1H-pyrrolo[3,2-c]pyridin-4(5H)-one ClC=1C=C(C=CC1F)C1=CN(C2=C1C(N(C=C2)CC(=O)N2CC(C2)(C)F)=O)CCF